18-oxo-18-((4-sulfamoylphenethyl)amino)octadecanoic acid O=C(CCCCCCCCCCCCCCCCC(=O)O)NCCC1=CC=C(C=C1)S(N)(=O)=O